tetrafluoroborate-azabenzotriazole tert-butyl-N-(9-[[2-(2,6-dioxopiperidin-3-yl)-1,3-dioxoisoindol-4-yl]amino]nonyl)carbamate C(C)(C)(C)OC(NCCCCCCCCCNC1=C2C(N(C(C2=CC=C1)=O)C1C(NC(CC1)=O)=O)=O)=O.N1N=NC2=C1C=CC=N2.F[B-](F)(F)F